C(N)(=O)C1=CC(=NC2=C1N=CN=C2N[C@@H]2CN(C[C@H](C2)F)C(=O)OC(C)(C)C)C=2C(=C1C=CC=NC1=CC2)C#N tert-butyl (3s,5s)-3-{[8-carbamoyl-6-(5-cyanoquinolin-6-yl) pyrido[3,2-d]pyrimidin-4-yl] amino}-5-fluoropiperidine-1-carboxylate